ClC1=CC(=C2C(=N1)CCC2)C=O E-2-chloro-6,7-dihydro-5H-cyclopenta[b]pyridine-4-carbaldehyde